2-(3-(Difluoromethyl)-1H-pyrazolo[3,4-c]pyridin-1-yl)-N-(trans-4-(2-hydroxypropan-2-yl)cyclohexyl)pyrimidine-5-carboxamide FC(C1=NN(C2=CN=CC=C21)C2=NC=C(C=N2)C(=O)N[C@@H]2CC[C@H](CC2)C(C)(C)O)F